FC=1C(=NC(=NC1OC1CCC(CC1)C(F)(F)F)C)I rel-5-fluoro-4-iodo-2-methyl-6-{[(1r,4r)-4-(trifluoro-methyl)cyclohexyl]oxy}pyrimidine